N1([C@@H](CCC1)C(=O)OC(C)(C)C)C(=O)OC(C)(C)C di-tert-butyl (2S,3S)-pyrrolidine-1,2-dicarboxylate